(2R)-N-{4-[7-(2,2-difluoroethoxy)-5-fluoro-3-(pyridin-2-yl)-1H-pyrrolo[3,2-b]pyridin-2-yl]pyridin-2-yl}-4,4-difluoro-2-(4-fluorophenyl)butanamide FC(COC1=C2C(=NC(=C1)F)C(=C(N2)C2=CC(=NC=C2)NC([C@H](CC(F)F)C2=CC=C(C=C2)F)=O)C2=NC=CC=C2)F